C=12C(=CC=C3C=CC=CC13)N2 epiminonaphthalen